C(C)(C)(C)C1=CC=C(C2=CC=CC=C12)OP(=O)(OC1=C(C(=C(C(=C1F)F)F)F)F)N[C@@H](C)C(=O)OCC(CC)CC 2-ethylbutyl (((4-(tert-butyl)naphthalen-1-yl)oxy)(perfluorophenoxy)phosphoryl)-L-alaninate